ClC1(CC1)C(C(CN1N=CN=C1)O)C1=C(C=CC=C1)Cl (1-chlorocyclopropyl)-1-(2-chlorophenyl)-3-(1,2,4-triazol-1-yl)propan-2-ol